1-Methyl-2-(6-trifluoromethoxy-benzothiazol-2-ylamino)-1H-benzoimidazole-5-carboxylic acid morpholin-4-ylamide N1(CCOCC1)NC(=O)C1=CC2=C(N(C(=N2)NC=2SC3=C(N2)C=CC(=C3)OC(F)(F)F)C)C=C1